FC(C1=NC=C(C=N1)[C@@H](C)NC(C1=CC=CC=C1)=O)(F)F N-{(1R)-1-[2-(trifluoromethyl)pyrimidin-5-yl]ethyl}benzamide